4,7-dibromo-5,6-dimethoxybenzothiadiazole BrC1=C(C(=C(C2=C1N=NS2)Br)OC)OC